tert-butyl 7-(5-(bis(4-methoxybenzyl)amino)-2-((5-chloro-1-cyclopropyl-1H-pyrazol-4-yl)amino)-6-fluoroquinazolin-7-yl)-8-methyl-2,3-dihydro-1H-pyrido[2,3-b][1,4]oxazine-1-carboxylate COC1=CC=C(CN(C2=C3C=NC(=NC3=CC(=C2F)C2=C(C3=C(OCCN3C(=O)OC(C)(C)C)N=C2)C)NC=2C=NN(C2Cl)C2CC2)CC2=CC=C(C=C2)OC)C=C1